FC=1C=CC(=C2C=C(N(C12)CCNC1=CC(=NC=N1)C1=CC=C(C=C1)C1=CN=C(O1)CCC(=O)O)C)OC 3-[5-(4-{6-[2-(7-Fluoro-4-methoxy-2-methyl-indol-1-yl)-ethylamino]-pyrimidin-4-yl}-phenyl)-oxazol-2-yl]-propionic acid